(R)-(8-Chloroisochroman-1-yl)methylamine ClC=1C=CC=C2CCO[C@H](C12)CN